Bis(4-aminophenyl)methane NC1=CC=C(C=C1)CC1=CC=C(C=C1)N